COC=1C=C2C(=NC1)NC=C2 5-methoxy-1H-pyrrolo[2,3-b]pyridin